C1CCCCC=C1 6-cyclohepten